C(C)(C)(C)C=1C=CC(=C(C1)S(=O)(=O)NC(=O)C1=NC2=CC=CC(=C2C=C1)N1N=CC=C1)OC(F)F N-((5-(tert-butyl)-2-(difluoromethoxy)phenyl)sulfonyl)-5-(1H-pyrazol-1-yl)quinoline-2-carboxamide